4-(4-(4-propenoylpiperazin-1-yl)phenyl)-6-(1-methyl-2-oxo-1,2-dihydropyridin-4-yl)pyrazolo[1,5-a]pyridine-3-carbonitrile C(C=C)(=O)N1CCN(CC1)C1=CC=C(C=C1)C=1C=2N(C=C(C1)C1=CC(N(C=C1)C)=O)N=CC2C#N